BrCCCCN1C(=O)C(=O)C2=CC(=CC=C12)Cl N-(4-bromobutyl)-5-chloroisatin